5-(2-(2,6-difluoropyridin-4-yl)-1H-pyrrolo[2,3-b]pyridin-4-yl)-1H-indazol-3-amine FC1=NC(=CC(=C1)C1=CC=2C(=NC=CC2C=2C=C3C(=NNC3=CC2)N)N1)F